O-(trans-3-(2-(5,6,7,8-tetrahydro-1,8-naphthyridin-2-yl)ethyl)cyclobutyl)-N-(3-(thiazol-5-yl)benzoyl)homoserine N1=C(C=CC=2CCCNC12)CC[C@@H]1C[C@H](C1)OCC[C@H](NC(C1=CC(=CC=C1)C1=CN=CS1)=O)C(=O)O